S1C(=NC2=C1C=CC=C2)N2N=CC1=C2NC(CC1C1=CC(=C(C=C1)OC)OC1CCCC1)=O 1-(benzo[d]thiazol-2-yl)-4-(3-(cyclopentyloxy)-4-methoxyphenyl)-4,5-dihydro-1H-pyrazolo[3,4-b]pyridin-6(7H)-one